O=C1NC(CCC1N1C(C2=CC=CC=C2C1=O)=O)=O 2-(2,6-dioxopiperidine-3-yl)-1,3-dioxoisoindoline